COC1=CC=C(C=C1)\N=C(/N)\SCC1=C(C=C(C(=C1)Cl)Cl)CSC(N)=NC1=CC=C(C=C1)OC (4,5-dichloro-1,2-phenylene)bis(methylene) (E,E)-bis(N'-(4-methoxyphenyl)carbamimidothioate)